The molecule is a steroid glucuronide anion that is the conjugate base of hyocholic acid 6-O-(beta-D-glucuronide) arising from deprotonation of the carboxylic acid functions; major species at pH 7.3. It is a steroid glucosiduronic acid anion, a beta-D-glucosiduronate and a dicarboxylic acid dianion. It is a conjugate base of a hyocholic acid 6-O-(beta-D-glucuronide). C[C@H](CCC(=O)[O-])[C@H]1CC[C@@H]2[C@@]1(CC[C@H]3[C@H]2[C@@H]([C@@H]([C@H]4[C@@]3(CC[C@H](C4)O)C)O[C@H]5[C@@H]([C@H]([C@@H]([C@H](O5)C(=O)[O-])O)O)O)O)C